C(C)(=O)N1CC2(C1)OCC(C2)C(=O)N2C(CC(C2)F)C(=O)NC(C2=CC=C(C=C2)C(C)C)C2=CC=CC=C2 1-{2-acetyl-5-oxa-2-azaspiro[3.4]octane-7-carbonyl}-4-fluoro-N-{phenyl-[4-(propan-2-yl)phenyl]methyl}pyrrolidine-2-carboxamide